FC1(CN(CC1)C1=NC=CC(=C1NC(=O)N1CC2=NN(C=C2C1)C(C)C)C1=C(C=CC=C1)F)F N-[2-(3,3-difluoropyrrolidin-1-yl)-4-(2-fluorophenyl)-3-pyridyl]-2-isopropyl-4,6-dihydropyrrolo[3,4-c]pyrazole-5-carboxamide